C(C)N1N=C2C(=CC=CC2=C1)C(=O)O.C(#N)C(C(=O)NCC1OC(C(C(C1O)O)O)O)=CC1=CC2=CC=C(C=C2C=C1)N1CCCCC1 2-cyano-3-(6-(piperidin-1-yl)naphthalen-2-yl)-N-((3,4,5,6-tetrahydroxytetrahydro-2H-pyran-2-yl)methyl)acrylamide 2-ethylindazole-7-carboxylate